N1(CCC1)CCC(=O)NC(C(F)(F)F)C1=CC(=CC=C1)F 3-(azetidin-1-yl)-N-(2,2,2-trifluoro-1-(3-fluorophenyl)ethyl)propanamide